COC1=C(OC=2C=C(C(=C(C2C1=O)O)OC)O)C1=CC=C(O)C=C1 3,6-Dimethoxyapigenin